FC1(CC=C(CC1)C=1C=CC=C2C=C(C=NC12)C(=O)NC(C)C1=NC=CC=C1)F 8-(4,4-difluorocyclohex-1-en-1-yl)-N-(1-(pyridin-2-yl)ethyl)quinoline-3-carboxamide